12,12-dimethyl-7-phenyl-7,12-dihydrobenzo[a]acridine-3-carbaldehyde CC1(C2=CC=CC=C2N(C2=CC=C3C(=C12)C=CC(=C3)C=O)C3=CC=CC=C3)C